CC1(CC1)NC(=O)O[C@H]1C[C@H](CC1)C1=CC(=NN1)NC=1N=CC(=NC1)C(=O)OC methyl 5-((5-((1S,3R)-3-(((1-methylcyclopropyl)carbamoyl)oxy)cyclopentyl)-1H-pyrazol-3-yl)amino)pyrazine-2-carboxylate